NC(C(=O)O)C1=CC=C(C=C1)OC 2-amino-2-(4-methoxyphenyl)acetic acid